C(#N)C=1C=C(C=CC1F)N1C=CC=2[C@@H](C(CCC12)(F)F)O (S)-1-(3-cyano-4-fluorophenyl)-5,5-difluoro-4-hydroxyl-4,5,6,7-tetrahydro-1H-Indole